6-(1-methylpyrazol-4-yl)-4-[8-(2-oxaspiro[3.3]heptan-6-yl)-3,8-diazabicyclo[3.2.1]octan-3-yl]pyrrolo[1,2-b]pyridazine CN1N=CC(=C1)C=1C=C2N(N=CC=C2N2CC3CCC(C2)N3C3CC2(COC2)C3)C1